4-methoxybenzene-sulfonyl chloride COC1=CC=C(C=C1)S(=O)(=O)Cl